2-((5-fluoro-4-(1-isopropyl-2,3-dioxoindol-6-yl)pyrimidin-2-yl)amino)-7,8-dihydro-1,6-naphthyridine FC=1C(=NC(=NC1)NC1=NC=2CCN=CC2C=C1)C1=CC=C2C(C(N(C2=C1)C(C)C)=O)=O